ClC=1C=C(C=CC1NC1=NNC(=C1)C1=CC=C(C=C1)O)O 3-chloro-4-((5-(4-hydroxyphenyl)-1H-pyrazol-3-yl)amino)phenol